ammonium arachidyl sulfate S(=O)(=O)(OCCCCCCCCCCCCCCCCCCCC)[O-].[NH4+]